2-(2-(3,9-diazabicyclo[3.3.1]nonan-3-yl)-7-(thiazol-2-yl)-4-(trifluoromethyl)benzo[d]oxazol-5-yl)propan-2-ol C12CN(CC(CCC1)N2)C=2OC1=C(N2)C(=C(C=C1C=1SC=CN1)C(C)(C)O)C(F)(F)F